[N+](=O)([O-])[O-].S(=O)(=O)([O-])[O-].[Ni+3] nickel sulfate nitrate